methyl 3-(3-(1-(2-bromoacetyl)cyclopentyl) phenyl)propanoate BrCC(=O)C1(CCCC1)C=1C=C(C=CC1)CCC(=O)OC